FC1=C(OC2=C(C=C(C=C2)NS(=O)(=O)CC)C=2C3=C(C(N(C2)C)=O)C=C(O3)C3=CN=C(N3)C(C)C)C=CC(=C1)F N-(4-(2,4-difluorophenoxy)-3-(2-(2-isopropyl-1H-imidazol-5-yl)5-methyl-4-oxo-4,5-dihydrofuro[3,2-c]pyridin-7-yl)phenyl)ethanesulfonamide